N1=C(C=CC2=CC=CC=C12)NCC1CN(CC1)C#N 3-((quinolin-2-ylamino)methyl)pyrrolidine-1-carbonitrile